2-(3-bromophenoxy)-9-(4-tert-butylpyridin-2-yl)-9H-carbazole BrC=1C=C(OC2=CC=3N(C4=CC=CC=C4C3C=C2)C2=NC=CC(=C2)C(C)(C)C)C=CC1